C(CC#C)N1C2=C(OCC1=O)C=CC=N2 4-(But-3-yn-1-yl)-2H-pyrido[3,2-b][1,4]oxazin-3(4H)-one